N-(5-(2-((2R,5R)-2,5-dimethylpyrrolidin-1-yl)acetamido)-2-methylpyridin-3-yl)-2-(1-methyl-1H-pyrazol-4-yl)-1H-pyrrolo[2,3-b]pyridine-5-carboxamide C[C@H]1N([C@@H](CC1)C)CC(=O)NC=1C=C(C(=NC1)C)NC(=O)C=1C=C2C(=NC1)NC(=C2)C=2C=NN(C2)C